O=C(C(=O)O)CCCNC=1C=NC(=CC1)C=1N=NC(=NN1)C1=NC=CC=C1 oxo-5-((6-(6-(pyridin-2-yl)-1,2,4,5-tetrazin-3-yl)pyridin-3-yl)amino)pentanoic acid